C(C1=CC=CC=C1)[C@@H]1C[C@@H](N(C1)C(=O)OC(C)(C)C)C(=O)O (2R,4R)-4-benzyl-1-(tert-butoxycarbonyl)pyrrolidine-2-carboxylic acid